6-bromo-N-(9,9-dimethyl-9H-fluoren-2-yl)-N-phenylpyrene-1-amine BrC1=C2C=CC3=CC=C(C4=CC=C(C=C1)C2=C43)N(C4=CC=CC=C4)C4=CC=3C(C2=CC=CC=C2C3C=C4)(C)C